3-(N,N-bis(4-methoxybenzyl)sulfamoyl)-5-bromobenzoic acid methyl ester COC(C1=CC(=CC(=C1)Br)S(N(CC1=CC=C(C=C1)OC)CC1=CC=C(C=C1)OC)(=O)=O)=O